OC=1C=C(C(=O)OCCCCCCCCCC)C=CC1 decyl 3-hydroxybenzoate